BrC1=CC(OC2=CC(=CC=C12)N(C)C)=O 4-Bromo-7-(dimethylamino)-coumarin